Pyrido[2,3-d]Pyrimidin-7-amine N1=CN=CC2=C1N=C(C=C2)N